C(C1=CC=CC=C1)OC1=C(C=CC2=C1CCO2)B2OC(C(O2)(C)C)(C)C 2-(4-benzyloxy-2,3-dihydrobenzofuran-5-yl)-4,4,5,5-tetramethyl-1,3,2-dioxaborolane